3-sulfopropyl-lithium acrylate C(C=C)(=O)O.S(=O)(=O)(O)CCC[Li]